2,2,2-trifluoro-N-methyl-((4-methyl-3-oxoquinuclidin-2-yl)methyl)acetamide FC(C(=O)N(C)CC1N2CCC(C1=O)(CC2)C)(F)F